ClC1=C(C(=CC=C1)O)[B-](F)(F)F.[K+] Potassium (2-Chloro-6-Hydroxyphenyl)Trifluoroborate